NC12CC(C1)(C2)COC2=CC=C(OC=1C=C(C(=C(C#N)C1)OC1CC1)Cl)C=C2 5-(4-((3-aminobicyclo[1.1.1]pentan-1-yl)methoxy)phenoxy)-3-chloro-2-cyclopropoxybenzonitrile